N1(CCNCC1)OC(CC)(C)N(C1=NNC(C(=C1)C(F)(F)F)=O)C 3-[(3-piperazin-1-yloxy-butan-3-yl)methylamino]-5-(trifluoromethyl)-1H-pyridazin-6-one